ClC1=CC=C(C=C1)C(C(=O)NC1=C(C=NO1)C1=CC(=C(C=C1)OC)OC)OCC#C 2-(4-chloro-phenyl)-N-[4-(3,4-dimethoxy-phenyl)isoxazol-5-yl]-2-prop-2-ynyloxy-acetamide